methyl 2-(7-amino-2-oxo-2,3-dihydro-1H-benzo[d]imidazol-1-yl)acetate NC1=CC=CC2=C1N(C(N2)=O)CC(=O)OC